ClC1=CC(=C(C(=C1)F)C1=NC(=CN2C1=NC(=C(C2=O)C)C)[C@H]2C[C@H](OCC2)C=2C=NN(C2)C)F 9-(4-chloro-2,6-difluoro-phenyl)-2,3-dimethyl-7-[(2S,4R)-2-(1-methylpyrazol-4-yl)tetrahydropyran-4-yl]pyrazino[1,2-a]pyrimidin-4-one